FC(CN1C(=NC2=C1C=C(C=C2F)C=2C(=CN1N=C(N=C(C12)OC)NC1CCC2(COC2)CC1)F)C)F 5-(1-(2,2-difluoroethyl)-4-fluoro-2-methyl-1H-benzo[d]imidazol-6-yl)-6-fluoro-4-methoxy-N-(2-oxaspiro[3.5]nonan-7-yl)pyrrolo[2,1-f][1,2,4]triazin-2-amine